C(C)(C)C=1N=C(C2=C(N1)N(C=C2)C(=O)O)N[C@H]2CN([C@H](CC2)C)C(C=C)=O.N[C@@H](CCC(=O)O)C(=O)C(=O)[C@H](O)[C@H](O)[C@H](O)CO Glutamyl-ribose Isopropyl-4-(((3R,6S)-1-acryloyl-6-methylpiperidin-3-yl)amino)-7H-pyrrolo[2,3-d]pyrimidine-7-carboxylate